2-((2-bromophenyl)amino)naphthalene-1,4-dione BrC1=C(C=CC=C1)NC=1C(C2=CC=CC=C2C(C1)=O)=O